1,4-Diaza-bicyclo-[2.2.2]-octan N12CCN(CC1)CC2